C(C#C)OCC#C propargyl ether